tert-butyl 4-((2-aminophenyl)(methyl)amino)piperidine-1-carboxylate NC1=C(C=CC=C1)N(C1CCN(CC1)C(=O)OC(C)(C)C)C